5-(1-(3-ethoxycyclobutyl)piperidin-4-yl)-2-(4-isopropyl-5-(8-methoxy-[1,2,4]triazolo[1,5-a]pyridin-6-yl)-1H-pyrazol-3-yl)-4-methylthiazole C(C)OC1CC(C1)N1CCC(CC1)C1=C(N=C(S1)C1=NNC(=C1C(C)C)C=1C=C(C=2N(C1)N=CN2)OC)C